C(C1=CC=CC=C1)(=O)OC1=C(C=CC=C1)C ortho-cresyl benzoate